C(C1=CC=CC=C1)(=O)[C-]1C=CC=C1.[C-]1(C=CC=C1)C(C1=CC=CC=C1)=O.[Fe+2] 1,1'-Dibenzoylferrocene